C(C)C(COC1=CC2=CC=CC=C2C=C1)=C=CC(C)(C)C 2-((2-ethyl-5,5-dimethylhex-2,3-dien-1-yl)oxy)naphthalene